Cl.Cl.NCCC=1SC=C(N1)C(=O)NCC=1N=NC(=CC1)C 2-(2-aminoethyl)-N-[(6-methylpyridazin-3-yl)methyl]-1,3-thiazole-4-carboxamide dihydrochloride